OC(C(=O)OCC)(C)C Ethyl α-hydroxyisobutyrate